COC(=O)C1[C@@H](CCCC1=O)C (2R)-2-methyl-6-oxocyclohexane-1-carboxylic acid methyl ester